C(C)(=O)NCCC(C)(C)NC(=O)C1=NC=CC(=C1)NC(CC1=C(C=CC(=C1)Cl)O)=O N-(3-acetamido-1,1-dimethyl-propyl)-4-[[2-(5-chloro-2-hydroxy-phenyl)acetyl]amino]pyridine-2-carboxamide